3-bromo-2,4(3H,5H)-furandione BrC1C(OCC1=O)=O